tert-butyl (3RS,4SR)-3-methyl-4-(5-methyl-4-trimethylsilyl-triazol-1-yl)piperidine-1-carboxylate C[C@@H]1CN(CC[C@@H]1N1N=NC(=C1C)[Si](C)(C)C)C(=O)OC(C)(C)C |r|